OC1=CC=C(C=C1)NS(=O)(=O)C1=CC=C(C=C1)C N-(4-hydroxyphenyl)-4-methyl-benzenesulfonamide